5-bromo-N-methoxy-N-methyl-1-(tetrahydro-2H-pyran-2-yl)-1H-pyrazolo[3,4-B]pyridine-3-carboxamide BrC=1C=C2C(=NC1)N(N=C2C(=O)N(C)OC)C2OCCCC2